7-(4-(2-(2-ethynylthiazole-4-carboxamido)ethyl)phenyl)-N-methylbenzo[d]thiazole-5-carboxamide C(#C)C=1SC=C(N1)C(=O)NCCC1=CC=C(C=C1)C1=CC(=CC=2N=CSC21)C(=O)NC